FC(OC1=NC(=C(C=C1NC(N(C1=C(C=CC=C1)C(C)C)C1CCC(CC1)C(=O)O)=O)F)C)F (1r,4r)-4-(3-(2-(difluoromethoxy)-5-fluoro-6-methylpyridin-3-yl)-1-(2-isopropylphenyl)ureido)cyclohexane-1-carboxylic acid